1-((3-((3-(Difluoromethoxy)-5-methylpyridin-2-yl)carbamoyl)-3-(2-isopropylphenyl)azetidin-1-carbonyl)oxy)cyclopropan FC(OC=1C(=NC=C(C1)C)NC(=O)C1(CN(C1)C(=O)OC1CC1)C1=C(C=CC=C1)C(C)C)F